C(C)(C)N1C=CC2=C1N=CC=C2C(=O)OC methyl 1-isopropylpyrrolo[2,3-b]pyridine-4-carboxylate